6-((2-(1-(Cyclopropylsulfonyl)-1H-pyrazol-4-yl)pyrimidin-4-yl)amino)-4-(((1s,4s)-4-((2-fluoroethyl)amino)cyclohexyl)amino)-N-((1r,4r)-4-hydroxycyclohexyl)nicotinamide C1(CC1)S(=O)(=O)N1N=CC(=C1)C1=NC=CC(=N1)NC1=NC=C(C(=O)NC2CCC(CC2)O)C(=C1)NC1CCC(CC1)NCCF